BrC1(CC1)Br 1,1-dibromo-cyclopropane